4-(2-cyano-4-(N-(pyrimidin-4-ylmethyl)propanesulfonamido)phenyl)-N,N-dimethylpiperazin-1-formamide C(#N)C1=C(C=CC(=C1)N(S(=O)(=O)CCC)CC1=NC=NC=C1)N1CCN(CC1)C(=O)N(C)C